C12=NNCCCC2CCCC1 diaza-bicyclo[5.4.0]undecene